COC1=C(C=CC(=C1)CCCOCC1OC(OC1)=O)CCCOCC1OC(OC1)=O ((((2-methoxy-1,4-phenylene)bis(propane-3,1-diyl))bis(oxy))bis(methylene))bis(1,3-dioxolan-2-one)